[13C]([13CH](O)[13CH3])(=O)O lactic acid-13C3